3-(2,5-dioxo-2,5-dihydro-1H-pyrrol-1-yl)benzoic acid O=C1N(C(C=C1)=O)C=1C=C(C(=O)O)C=CC1